N-(3-chloro-5-(methylsulfonamido)phenyl)-5-(5-((1-(methylsulfonyl)azetidin-3-yl)oxy)pyrimidin-2-yl)-1-(2,2,2-trifluoroethyl)-1H-pyrrole-3-carboxamide ClC=1C=C(C=C(C1)NS(=O)(=O)C)NC(=O)C1=CN(C(=C1)C1=NC=C(C=N1)OC1CN(C1)S(=O)(=O)C)CC(F)(F)F